2-(6-fluoro-1H-indol-3-yl)-1-(4-isobutoxypiperidin-1-yl)ethan-1-one FC1=CC=C2C(=CNC2=C1)CC(=O)N1CCC(CC1)OCC(C)C